C(C)(=O)[C@@H]1C([C@@H](C1)CC(=O)ON=CC1=CC(=CC=C1)F)(C)C 3-fluorobenzaldehyde O-(2-((1s,3s)-3-acetyl-2,2-dimethylcyclobutyl)acetyl) oxime